COC(C1=CN=CC=C1N[C@@H]1[C@@H](C1)F)=O 4-(((1S,2R)-2-fluorocyclopropyl)amino)nicotinic acid methyl ester